ethyl 2-(3-(bis(tert-butoxycarbonyl)amino)-6-fluoroisoquinolin-5-yl)acetate C(C)(C)(C)OC(=O)N(C=1N=CC2=CC=C(C(=C2C1)CC(=O)OCC)F)C(=O)OC(C)(C)C